FC1=C(C(=O)NCC2=NC=C3C=CC(=NC3=C2)C2=NC(=CC=C2)N2CC(OC(C2)(C)C)(C)C)C=C(C(=C1)C)S(=O)(=O)C 2-fluoro-4-methyl-5-(methylsulfonyl)-N-((2-(6-(2,2,6,6-tetramethylmorpholino)pyridin-2-yl)-1,6-naphthyridin-7-yl)methyl)benzamide